NC1=NC=C(C2=C1N=C(N=C2)C2=CC(=CC=C2)C#C[C@]2(C(N(CC2)C)=O)O)C(=O)OC2=CC=CC=C2 (R)-phenyl 8-amino-2-[3-[2-(3-hydroxy-1-methyl-2-oxo-pyrrolidin-3-yl)ethynyl]phenyl]pyrido[3,4-d]pyrimidine-5-carboxylate